6-bromo-4-chloro-2,3-dihydro-1H-inden-1-one BrC1=CC(=C2CCC(C2=C1)=O)Cl